sodium (4-((3-((tert-butoxycarbonyl)amino)phenyl)thio)phenyl)(hydroxy)methanesulfonate C(C)(C)(C)OC(=O)NC=1C=C(C=CC1)SC1=CC=C(C=C1)C(S(=O)(=O)[O-])O.[Na+]